NCC1=CC(=CC(=C1)CN)CN 1,3,5-tris-(aminomethyl)benzene